CC1=NOC(=C1)C(=C)C=1C=C2C(=CC=NC2=CC1)C(=O)OC(C)(C)C tert-Butyl 6-(1-(3-methylisoxazol-5-yl)vinyl)quinoline-4-carboxylate